C(C(CC)C(=O)O)(C(=O)O)(C(=O)O)C(=O)O.C1(CCCCCO1)=O caprolactone butanetetracarboxylate